2-Chloro-6-[(2S)-2-(cyclobutylamino)propyl]-N-[(furan-2-yl)methyl]-7-methylthieno[3,2-d]pyrimidin-4-amine ClC=1N=C(C2=C(N1)C(=C(S2)C[C@H](C)NC2CCC2)C)NCC=2OC=CC2